FC=1C=C2C(=NNC2=CC1OCCOC)C1=CC(=NO1)C1=CC=C(C=C1)C(=O)N1CC(C1)C1=NC(=NO1)C 5-Fluoro-6-(2-methoxyethoxy)-3-(3-{4-[3-(3-methyl-1,2,4-oxadiazol-5-yl)azetidine-1-carbonyl]phenyl}-1,2-oxazol-5-yl)-1H-indazole